OC(C(=O)C1=CC=C(C=C1)OCCO)(C)C L-2-hydroxy-4'-(2-hydroxyethoxy)-2-methyl-propiophenone